[4-(4-tert-butylpyrazol-1-yl)-2,6-difluoro-phenyl]-3'-pyrimidin-4-yl-spiro[cyclopropane-1,5'-imidazo[1,2-a]imidazol]-6'-one C(C)(C)(C)C=1C=NN(C1)C1=CC(=C(C(=C1)F)C1=NC=2N(C1C1=NC=NC=C1)C1(C(N2)=O)CC1)F